C12(CCC1)OC(C1=C(O2)C=CC=C1)=O 4H-spiro[benzo[d][1,3]dioxin-2,1'-cyclobutane]-4-one